FC(C(C(=O)O)=C)(F)F α-trifluoromethylacrylic acid